C(CCC)OCOC=CCCCCC(OCCCCCC)OCCCCCC dihexyloxyheptenyl butoxymethyl ether